NC1=NC(=CC(=N1)N1CCC(CC[C@@H]1C1=C(C=CC=C1)F)=O)C |r| (+/-)-1-(2-amino-6-methylpyrimidin-4-yl)-7-(2-fluorophenyl)azepan-4-one